C(C)NC(C)(C)C N-ethyl-tert-butylamine